COC(C(CC1=CC=C(C2=C1SC=C2)OCC([2H])([2H])C=2N=C(OC2C)C2=CC=CC=C2)OC)=O.NC2=CC=1CC3=CC=C(C=C3C1C=C2)N(C2=CC=C(C=C2)Cl)C 2-amino-6-(N-methyl-p-chloroanilino)fluorene methyl-2-methoxy-3-(4-(2-(5-methyl-2-phenyloxazol-4-yl)ethoxy-2,2-d2)benzo[b]thiophen-7-yl)propanoate